O1CCN(CC1)C1=C(CN2CCCC23CCN(CC3)C(=O)N3N=C(C=C3)C(=O)O)C=CC(=C1)C(F)(F)F 1-(1-(2-morpholino-4-(trifluoromethyl)benzyl)-1,8-diazaspiro[4.5]decane-8-carbonyl)-1H-pyrazole-3-carboxylic acid